C1(CC1)N1N=C(C=C1)C=1C(=CC(=NC1)NC(C)=O)NC1=NC(=CC(=C1)C)S(=O)(=O)C N-(5-(1-cyclopropyl-1H-pyrazol-3-yl)-4-((4-methyl-6-(methylsulfonyl)pyridin-2-yl)amino)pyridin-2-yl)acetamide